F[B-](F)(F)F.C[N+]1(CCCC1)C N,N-dimethyl-pyrrolidinium tetrafluoroborate